N-(1-cyanocyclopropyl)-3-(5-(difluoromethyl)-1,3,4-thiadiazol-1-yl)-8-(3-(1-methyl-1H-pyrazol-5-yl)cyclopentyl)-[1,2,4]triazolo[4,3-a]pyridine-6-sulfonamide C(#N)C1(CC1)NS(=O)(=O)C=1C=C(C=2N(C1)C(=NN2)S2C=NN=C2C(F)F)C2CC(CC2)C2=CC=NN2C